(E)-ethyl 3-(3-(4-(dimethylamino)phenyl)-2-ethyl-7-fluoro-4-oxo-3,4-dihydroquinazolin-6-yl)acrylate CN(C1=CC=C(C=C1)N1C(=NC2=CC(=C(C=C2C1=O)/C=C/C(=O)OCC)F)CC)C